1-isopropyl-4-(6-aminopyridin-3-yl)piperazine tert-butyl-(R)-(1-(4-chloro-6-morpholinopyridin-2-yl)-5-oxopyrrolidin-3-yl)carbamate C(C)(C)(C)N(C(O)=O)[C@H]1CN(C(C1)=O)C1=NC(=CC(=C1)Cl)N1CCOCC1.C(C)(C)N1CCN(CC1)C=1C=NC(=CC1)N